8-fluoro-N,N,9-trimethyl-5,6-dihydro-4H-pyrrolo[3,2,1-ij]quinolin-5-amine FC=1C=C2CC(CN3C2=C(C1C)C=C3)N(C)C